N-(fluorosulfonyl)azole FS(=O)(=O)N1C=CC=C1